NC=1C(=C(C=CC1)C1=NN2C(CN(CC2)C(=O)OC(C)(C)C)=C1)OC tert-butyl 2-(3-amino-2-methoxyphenyl)-4H,6H,7H-pyrazolo[1,5-a]pyrazine-5-carboxylate